(7S,8aS)-7-(3-([1,2,4]triazolo[1,5-a]pyridin-5-yl)propyl)-2-(5-(((tert-butyldimethylsilyl)oxy)methyl)pyridin-2-yl)hexahydropyrrolo[1,2-a]pyrazin-6(2H)-one N=1C=NN2C1C=CC=C2CCC[C@H]2C[C@@H]1N(CCN(C1)C1=NC=C(C=C1)CO[Si](C)(C)C(C)(C)C)C2=O